4-((tert-butyldimethylsilyl)oxy)-3,3-difluorobutyl-2-isopropylpyridin-3-amine [Si](C)(C)(C(C)(C)C)OCC(CCC1=C(C(=NC=C1)C(C)C)N)(F)F